CC(C)(C)C1=CC(=CC(=C1OC)C(C)(C)C)P(C2=CC=CC(=C2C3=C(C=CC=C3P(C4=CC(=C(C(=C4)C(C)(C)C)OC)C(C)(C)C)C5=CC(=C(C(=C5)C(C)(C)C)OC)C(C)(C)C)OC)OC)C6=CC(=C(C(=C6)C(C)(C)C)OC)C(C)(C)C (S)-(6,6'-dimethoxybiphenyl-2,2'-diyl)bis[bis(3,5-di-tert-butyl-4-methoxyphenyl)phosphine]